N-[(1S,4s)-4-{2-[(R)-2-(m-fluorophenyl)-2-hydroxyethylamino]-2-methylpropyl}cyclohexyl]cyclopropanecarboxamide FC=1C=C(C=CC1)[C@H](CNC(CC1CCC(CC1)NC(=O)C1CC1)(C)C)O